C(C)(C)(C)OC(=O)N1CC=2C=CC(=NC2C(C1)(F)F)Cl 2-chloro-8,8-difluoro-7,8-dihydro-1,6-naphthyridine-6(5H)-carboxylic acid tert-butyl ester